4-(3-fluoro-4-methylpyridin-2-yl)-6-methoxypyrimidine trifluoroacetate FC(C(=O)O)(F)F.FC=1C(=NC=CC1C)C1=NC=NC(=C1)OC